C(#C)C1=CN=C2N1N=CC=C2 3-ethynylimidazo[1,2-b]pyridazine